N-[(1S)-1-[[(3-amino-3-oxo-propyl)-[(2R)-2-chloro-2-fluoro-acetyl]amino]carbamoyl]-3-methyl-butyl]pyrazolo[1,5-a]pyridine-2-carboxamide NC(CCN(C([C@H](F)Cl)=O)NC(=O)[C@H](CC(C)C)NC(=O)C1=NN2C(C=CC=C2)=C1)=O